O-(tetrahydro-pyran-2-yl)-hydroxylamine O1C(CCCC1)ON